CN(C)CC=1C=NC2=CC=C(C=C2C1C(C)C)C1=NC(=NC=C1F)N[C@H]1[C@@H](COCC1)O (3S,4R)-4-((4-(3-((dimethylamino)methyl)-4-isopropylquinolin-6-yl)-5-fluoropyrimidin-2-yl)amino)tetrahydro-2H-pyran-3-ol